(1R,2R)-2-aminocyclohexyl 6-(5-(6-methylpyridin-2-yl)-1H-imidazol-4-yl)quinoline-3-carboxylate CC1=CC=CC(=N1)C1=C(N=CN1)C=1C=C2C=C(C=NC2=CC1)C(=O)O[C@H]1[C@@H](CCCC1)N